(1-(4-amino-2-methylphenyl)piperidin-4-yl)carbamic acid tert-butyl ester C(C)(C)(C)OC(NC1CCN(CC1)C1=C(C=C(C=C1)N)C)=O